methyl 4-iodo-5-(3-methoxy-2,2-dimethylpropoxy)-6-oxopyran-2-carboxylate IC=1C=C(OC(C1OCC(COC)(C)C)=O)C(=O)OC